CN1C(=NC=C1S(=O)(=O)N1CCC(CC1)C=1C(=CC(=NC1)C(F)(F)F)C)C 5-(1-((1,2-dimethyl-1H-imidazol-5-yl)sulfonyl)piperidin-4-yl)-4-methyl-2-(trifluoromethyl)pyridine